isopropyl trans-N-[4-[5-[2-(ethylsulfamoyl)-4-[3-isopropoxyazetidin-1-yl]phenyl]thiazol-2-yl]cyclohexyl]carbamate C(C)NS(=O)(=O)C1=C(C=CC(=C1)N1CC(C1)OC(C)C)C1=CN=C(S1)[C@@H]1CC[C@H](CC1)NC(OC(C)C)=O